4-((R)-2,4-dihydroxy-3,3-dimethylbutylamino)butyryl-L-tryptophan methyl ester COC([C@@H](NC(CCCNC[C@@H](C(CO)(C)C)O)=O)CC1=CNC2=CC=CC=C12)=O